FC1=C(C=C(C#N)C=C1)\C=C/CCCCCC=C 4-fluoro-3-[(1Z)-nona-1,8-dien-1-yl]benzonitrile